B(O)(O)O.C1(=CC=CC=C1)O.C1(=CC=CC=C1)O diphenol borate